1-(4-methoxyphenyl)-N-[(4-methoxyphenyl)methyl]methylamine COC1=CC=C(C=C1)CNCC1=CC=C(C=C1)OC